1-(benzofuran-2-yl(1-(tert-butyl)-1H-tetrazol-5-yl)methyl)-4-(2,6-dimethylphenyl)piperazine O1C(=CC2=C1C=CC=C2)C(N2CCN(CC2)C2=C(C=CC=C2C)C)C2=NN=NN2C(C)(C)C